N-(4-(4-(6-(4,4-DIFLUOROPIPERIDIN-1-yl)pyridin-2-yl)-1H-1,2,3-TRIAZOL-1-yl)-3-(6-azaspiro[2.5]octan-6-yl)phenyl)methanesulfonamide FC1(CCN(CC1)C1=CC=CC(=N1)C=1N=NN(C1)C1=C(C=C(C=C1)NS(=O)(=O)C)N1CCC2(CC2)CC1)F